CCCCCCCCCCCCCCC(CCCCCCCC)NCCS(=O)(=O)O N-(15-tricosyl)taurine